N(=NC(=C(C(=O)[O-])C#N)C(C)(C)C)C(=C(C(=O)[O-])C#N)C(C)(C)C azobis(tert-butyl 2-cyanoacrylate)